CC(CC)=O BUTAN-2-ONE